COC(C1CCN(CC1)C1=CC(=C(C(=O)N[C@@H]2C(NC(CC2)=C=O)=C=O)C=C1)OC)OC (S)-4-(4-(dimethoxymethyl)piperidin-1-yl)-N-(2,6-dicarbonylpiperidin-3-yl)-2-methoxybenzamide